FC(C=1C=C(C=2C(=C(SN2)N([C@@H](C)C2=NC=NN2C2=CC=C(C=N2)C#N)C)C1)C(F)(F)F)(F)F 6-[5-[(1S)-1-[[5,7-bis(trifluoromethyl)-2,1-benzothiazol-3-yl]-methyl-amino]ethyl]-1,2,4-triazol-1-yl]pyridine-3-carbonitrile